N-[(1s,4s)-4-{[2-(trifluoromethyl)quinolin-4-yl]amino}cyclohexyl]thiophene-2-carboxamide FC(C1=NC2=CC=CC=C2C(=C1)NC1CCC(CC1)NC(=O)C=1SC=CC1)(F)F